4,4,4-trifluorobutylamine FC(CCCN)(F)F